methyl (2R)-2-[[(9H-fluoren-9-ylmethoxy)carbonyl]amino]-3-iodopropanoate C1=CC=CC=2C3=CC=CC=C3C(C12)COC(=O)N[C@H](C(=O)OC)CI